N[C@@H](CO)C1=CC=C(C=C1)C1=C(N=CS1)C (2R)-2-Amino-2-[4-(4-methyl-1,3-thiazol-5-yl)phenyl]ethan-1-ol